CC1COCC(N1C1=NC(=NC(=C1)N1N=C(C=C1)C1=CC(=CC=C1)OC)OCC(CO)O)C 3-((4-(3,5-dimethylmorpholino)-6-(3-(3-methoxyphenyl)-1H-pyrazol-1-yl)pyrimidin-2-yl)oxy)propane-1,2-diol